[N+](=O)([O-])C1=CC=C(C=C1)N1N=C(C2=C1CCOC2)C(=O)N[C@@H]2CC[C@H](CC2)C(F)(F)F 1-(4-nitrophenyl)-N-[trans-4-(trifluoromethyl)cyclohexyl]-6,7-dihydro-4H-pyrano[4,3-c]pyrazole-3-carboxamide